2-chloro-N-(4-(methylsulfonylamino)benzyl)quinoline-4-carboxamide ClC1=NC2=CC=CC=C2C(=C1)C(=O)NCC1=CC=C(C=C1)NS(=O)(=O)C